N=CC=C 1-aza-1,3-butadiene